(2-((2,5-dichloropyrimidin-4-yl)amino)phenyl)-dimethylphosphine oxide ClC1=NC=C(C(=N1)NC1=C(C=CC=C1)P(C)(C)=O)Cl